5,5-dimethyl-2-chloro-1,3,2-dioxaphosphole CC1(COP(O1)Cl)C